BrC1=C(OC=2C1=NC(=CC2I)Cl)C([C@H](C)NC(OC(C)(C)C)=O)(F)F tert-butyl N-[(2S)-1-{3-bromo-5-chloro-7-iodofuro[3,2-b]pyridin-2-yl}-1,1-difluoropropan-2-yl]carbamate